ClC=1C=CC(=NC1)COC1=NN=C(S1)NC(C1=C(N=CC=C1)N1CCOCC1)=O N-(5-((5-chloropyridin-2-yl)methoxy)-1,3,4-thiadiazol-2-yl)-2-morpholinonicotinamide